5-((6-ethyl-2,2-dimethyl-3,4-dihydroquinolin-1(2H)-yl)sulfonyl)-2-((tetrahydro-2H-pyran-4-yl)methoxy)benzyl Alcohol C(C)C=1C=C2CCC(N(C2=CC1)S(=O)(=O)C=1C=CC(=C(CO)C1)OCC1CCOCC1)(C)C